(2r,4r,6s)-tert-butyl 4-(2-(((trans)-4-aminocyclohexyl) oxy) ethoxy)-2,6-dimethylpiperidine-1-carboxylate N[C@@H]1CC[C@H](CC1)OCCOC1C[C@H](N([C@H](C1)C)C(=O)OC(C)(C)C)C